C(C)(C)(C)OC(=O)N1[C@H]2CN(C[C@@H]1CC2)C2=NC(=NC1=C(C(=C(C=C21)F)C2=C(C(=CC(=C2I)Cl)NCC2=CC=C(C=C2)OC)F)F)F (1R,5S)-3-(7-(3-((4-methoxybenzyl)amino)-5-chloro-2-fluoro-6-iodophenyl)-2,6,8-trifluoroquinazolin-4-yl)-3,8-diazabicyclo[3.2.1]octane-8-carboxylic acid tert-butyl ester